(((2-Bromo-5-propyl-1,3-phenylene)bis(oxy))bis(methylene))dibenzene BrC1=C(C=C(C=C1OCC1=CC=CC=C1)CCC)OCC1=CC=CC=C1